5-(1-isopropyl-1H-benzo[d][1,2,3]triazol-5-yl)-3-(2-methoxyphenyl)-1,2,4-oxadiazole C(C)(C)N1N=NC2=C1C=CC(=C2)C2=NC(=NO2)C2=C(C=CC=C2)OC